COC=1C=CC(=NC1)COC1=CC=C2CC(N(CC2=C1)C(=O)C=1C=NC(=CC1)OC)C 7-[(5-Methoxypyridin-2-yl)methoxy]-2-(6-methoxypyridine-3-carbonyl)-3-methyl-1,2,3,4-tetrahydroisoquinoline